C(C1=CC=CC=C1)OC1=C(C(=C2C=CC(=CC2=C1)NC(CC1=CC(=C(C=C1)C1=CC2=C(N(C(N2C)=O)C=2C(=NC(=CC2)OCC2=CC=CC=C2)OCC2=CC=CC=C2)C=C1)OC)=O)F)N1S(NC(C1)=O)(=O)=O N-[7-benzyloxy-5-fluoro-6-(1,1,4-trioxo-1,2,5-thiadiazolidin-2-yl)-2-naphthyl]-2-[4-[1-(2,6-dibenzyloxy-3-pyridyl)-3-methyl-2-oxo-benzimidazol-5-yl]-3-methoxy-phenyl]acetamide